N-(5-((4-chlorobenzyl)oxy)-1,3,4-thiadiazol-2-yl)-2-(3-methylmorpholino)nicotinamide ClC1=CC=C(COC2=NN=C(S2)NC(C2=C(N=CC=C2)N2C(COCC2)C)=O)C=C1